(R)-8-(8-((2-(trifluoromethyl)pyridin-3-yl)thio)-[1,2,4]triazolo[4,3-c]pyrimidin-5-yl)-8-azaspiro[4.5]decan-1-amine FC(C1=NC=CC=C1SC=1C=2N(C(=NC1)N1CCC3(CCC[C@H]3N)CC1)C=NN2)(F)F